((5-Chloropyridin-2-yl)imino)-4-phenylthiazole ClC=1C=CC(=NC1)N=S1C=NC(=C1)C1=CC=CC=C1